O[C@@H]([C@H](CO[C@H]1O[C@@H]([C@@H]([C@@H]([C@H]1O)O)O)CO)NC(CCCCCCCCCCCCCCCCCCCCCC12CC(C1)(C2)F)=O)[C@@H](CCCCCCCCCCCCCC)O N-[(2S,3S,4R)-3,4-dihydroxy-1-{[(2S,3R,4S,5R,6R)-3,4,5-trihydroxy-6-(hydroxymethyl)oxan-2-yl]oxy}octadecan-2-yl]-22-{3-fluorobicyclo[1.1.1]pentan-1-yl}docosanamide